(E)-methyl cinnamate C(\C=C\C1=CC=CC=C1)(=O)OC